BrC1=C(C(=C(C=C1)C(CCC(=O)OC)C#N)Cl)C#N methyl 4-(4-bromo-2-chloro-3-cyano-phenyl)-4-cyano-butanoate